FC=1C=C(C=CC1)C1=NC=2C(=NC(=CC2)N2N=CC=C2)N1C=1C=C2CC[C@@H](C2=CC1)NC1CCN(CC1)C(C=C)=O 1-(4-{[(1S)-5-[2-(3-fluorophenyl)-5-(pyrazol-1-yl)imidazo[4,5-b]pyridin-3-yl]-2,3-dihydro-1H-inden-1-yl]amino}piperidin-1-yl)prop-2-en-1-one